Ethyl (E)-3-(3-methylquinolin-7-yl)acrylate CC=1C=NC2=CC(=CC=C2C1)/C=C/C(=O)OCC